C(C)(C)C1=CC=C(C=C1)C1=CC(=CC=2CCOC21)NCC(C(=O)N)=C 2-(((7-(4-Isopropylphenyl)-2,3-dihydrobenzofuran-5-yl)amino)methyl)acrylamide